C(C)(C)C1=C(NC2=CC=C(C=C12)OC1CCN(CC1)C)C=1C=C(C=2N(C1)N=CN2)OC 6-(3-Isopropyl-5-((1-methylpiperidin-4-yl)oxy)-1H-indol-2-yl)-8-methoxy-[1,2,4]triazolo[1,5-a]pyridin